ClC(C(=O)N1C2(COC2)SCC1)Cl 2,2-dichloro-1-(2-oxa-8-thia-5-azaspiro[3.4]oct-5-yl)ethan-1-one